CN1CCN(CC1)C(=O)C1=CC2=C(C(C=3C(=NSN3)C2=O)=O)S1 6-(4-methylpiperazine-1-carbonyl)thieno[2',3':4,5]benzo[1,2-c][1,2,5]thiadiazol-4,8-dione